6-[4-chloro-2-(methoxymethoxy)phenyl]3-Methylsulfonamido-1,2,4-triazine ClC1=CC(=C(C=C1)C1=CN=C(N=N1)NS(=O)(=O)C)OCOC